N1CCC(CC1)CCC[C@@]12C(CC[C@H]1[C@@H]1C[C@@H](C3CCCC[C@]3(C)[C@H]1CC2)O)=O [2-(piperidin-4-yl)ethyl]-6α-hydroxyandrostan-17-one